FC1=CC(=C(C=C1)C1=CN=C2SC(=NN21)N2CCC(CC2)(N)COC)OC 1-(5-(4-fluoro-2-methoxyphenyl)imidazo[2,1-b][1,3,4]thiadiazol-2-yl)-4-(methoxymethyl)piperidin-4-amine